ClC1=C(C=CC=C1)C1=NC2=C(CN(CC2)[C@H]2COC3=CC=C(C=C3[C@@H]2O)N2C=NC(=C2)C)N1 (3S,4S)-3-(2-(2-chlorophenyl)-3,4,6,7-tetrahydro-5H-imidazo[4,5-c]pyridin-5-yl)-6-(4-methyl-1H-imidazol-1-yl)chroman-4-ol